FC1=CN=CC=2CN(CCOC21)C(C(C(C#N)C)(C)C)=O 4-(9-fluoro-2,3-dihydropyrido[3,4-f][1,4]oxazepin-4(5H)-yl)-2,3,3-trimethyl-4-oxobutanenitrile